3-{4-[(7-hydroxy-6-methoxy-4-quinazolinyl)oxy]-3-isopropylphenyl}-1-[5-(trifluoromethyl)-3-pyridinyl]-2,4-imidazolidinedione OC1=C(C=C2C(=NC=NC2=C1)OC1=C(C=C(C=C1)N1C(N(CC1=O)C=1C=NC=C(C1)C(F)(F)F)=O)C(C)C)OC